C(C)(C)OC(=O)N1[C@H](CN(CC1)CC1=C(C(=CC(=C1)C)NC=1OC(=NN1)[C@H]([C@@H](C)O)NC(=O)OC(C)(C)C)C)C isopropyl-(2S)-4-[[3-[[5-[(1S,2R)-1-(tert-butoxycarbonylamino)-2-hydroxy-propyl]-1,3,4-oxadiazol-2-yl] amino]-2,5-dimethyl-phenyl] methyl]-2-methyl-piperazine-1-carboxylate